CC1=C2C(=CN=CC2=CC=C1)N=C(C1=CC=CC=C1)C1=CC=CC=C1 N-(5-methylisoquinolin-4-yl)-1,1-diphenylmethanimine